NCC1=NNC(C2=CC=C(C=C12)C=1C=NC=CC1N1C(C2=CC=CC=C2C1)=O)=O 4-(aminomethyl)-6-(4-(1-oxoisoindol-2-yl)pyridin-3-yl)phthalazin-1(2H)-one